C(#N)CC(C(=O)N[C@@H](C(C)(C)O)C1=CC=C(C=C1)OCC(CCC)C)C1=CC=CC=C1 3-cyano-N-((1R)-2-hydroxy-2-methyl-1-(4-((2-methylpentyl)oxy)phenyl)propyl)-2-phenylpropanamide